CC1=CN=CC=2N=C(N=C(C21)NC(C)C)C2=C(C=NC=C2)C methyl-2-(3-methylpyridin-4-yl)-N-(propan-2-yl)pyrido[3,4-d]pyrimidin-4-amine